C(=O)(O)C=1C(=C(C=C(C1)O)CN(CC1=C(C(=CC(=C1)O)C(=O)O)O)CC1=C(C(=CC(=C1)O)C(=O)O)O)O tris(3-carboxy-2,5-dihydroxyphenylmethyl)amine